1-benzyloxy-2-iodo-3-methyl-5-(trifluoromethoxy)benzene C(C1=CC=CC=C1)OC1=C(C(=CC(=C1)OC(F)(F)F)C)I